C(CC)CN([O-])C.C(CCCCCCCCCCCCC)[NH-] myristylamide propyl-dimethyl-aminoxide